C(C(=O)O)(=O)O.C(C)(C)(C)OC(=O)N1CC2(CNC2)C1 2,6-diazaspiro[3.3]Heptane-6-carboxylic acid tert-butyl ester oxalate